C12NCC(CC1)CC2 (1S,4S)-2-azabicyclo[2.2.2]Octane